8,11,14,17-tetraoxa-4,20-diazatetracosanoic acid C(CCNCCCOCCOCCOCCOCCNCCCC)(=O)O